C(C1=CC=CC=C1)OC(=O)NCCCC[C@H](NC([C@@H](NC(CCCNC(=O)OCC1=CC=CC=C1)=O)CCCCNC(=O)OCC1=CC=CC=C1)=O)C(=O)OC methyl N6-((benzyloxy)carbonyl)-N2-(N6-((benzyloxy)carbonyl)-N2-(4-(((benzyloxy)carbonyl)amino)butanoyl)-L-lysyl)-L-lysinate